N1(C=NC=C1)C1=C(C=C(C2=C1CCO2)C2=CC=C(C=C2)OC(F)(F)F)CNC(C=C)=O N-((4-(1H-imidazol-1-yl)-7-(4-(trifluoromethoxy)phenyl)-2,3-dihydrobenzofuran-5-yl)methyl)acrylamide